N1(C=NC=C1)CCC(=O)NC1=CC=C2C(N(C=NC2=C1)CC1(CCN(CC1)C(C(CCCNC(=O)C1=CC=C2C(=CC=NC2=C1)Cl)CC1=CC=CC=C1)=O)O)=O N-(5-(4-((7-(3-(1H-imidazol-1-yl)propanamido)-4-oxoquinazolin-3(4H)-yl)methyl)-4-hydroxypiperidin-1-yl)-4-benzyl-5-oxopentyl)-4-chloroquinoline-7-carboxamide